(S)-3-(1-(5-cyanopyridin-3-yl)pyrrolidin-3-yl)-4-methyl-N-(6-(trifluoromethyl)pyrimidin-4-yl)benzamide C(#N)C=1C=C(C=NC1)N1C[C@@H](CC1)C=1C=C(C(=O)NC2=NC=NC(=C2)C(F)(F)F)C=CC1C